N-((1r,3r)-3-((5-([1,2,4]triazolo[1,5-a]pyridin-6-yl)-7H-pyrrolo[2,3-d]pyrimidin-2-yl)amino)-1-methylcyclobutyl)acetamide N=1C=NN2C1C=CC(=C2)C2=CNC=1N=C(N=CC12)NC1CC(C1)(C)NC(C)=O